ClC1=CC(=C(C=C1)S(=O)(=O)N[C@@H]([C@H](C)C1=C(C(=CC=C1F)C1=CC=2OCCN(C2N=C1)C)C)C=1OC(NN1)=O)OC 4-chloro-N-((1S,2R)-2-(6-fluoro-2-methyl-3-(4-methyl-3,4-dihydro-2H-pyrido[3,2-b][1,4]oxazine-7-yl)phenyl)-1-(5-oxo-4,5-dihydro-1,3,4-oxadiazol-2-yl)propyl)-2-methoxybenzenesulfonamide